C1(CC1)OC=1C=C(C=CC1)C1=CC(=NN1C1=C2C=NN(C2=CC=C1)C)COC(C(=O)O)(C)C 2-([5-(3-Cyclopropoxyphenyl)-1-(1-methyl-1H-indazol-4-yl)-1H-pyrazol-3-yl]methoxy)-2-methylpropanoic acid